C1(CC1)[C@@H]1N(C2=CC=C(C=C2[C@@H]([C@H]1C)NC1=NC=CC(=C1)OC)F)C(C)=O 1-((2S,3R,4R)-2-cyclopropyl-6-fluoro-4-((4-methoxypyridin-2-yl)amino)-3-methyl-3,4-dihydroquinolin-1(2H)-yl)ethanone